Cl.C[C@H]1[C@@H](CNC1)C=1NC(C=2N(C1)C(=NC2)C2CCOCC2)=O (3S,4S)-trans-6-(4-methyl-pyrrolidin-3-yl)-3-(tetrahydropyran-4-yl)-7H-imidazo[1,5-a]pyrazin-8-one hydrochloride